OC=1C=C(C=CC1)C(C)O (m-hydroxyphenyl)-1-ethanol